t-pentylperoxymethyl monocarbonate C(OCOOC(C)(C)CC)([O-])=O